C(C)(=O)NCC1CCN(CC1)CC1=CC(=NC(=C1)C1=CC(=CC(=C1)Cl)Cl)OC=1C=NC(=NC1)N1CCNCC1 4-(5-((4-((4-(acetamidomethyl)piperidin-1-yl)methyl)-6-(3,5-dichlorophenyl)pyridin-2-yl)oxy)pyrimidin-2-yl)piperazin